FC1=C(CN2C(C3=NC=CC=C3C2=O)([2H])[2H])C(=CC(=C1)C1=CC2=CN(N=C2C(=C1)F)C)F 6-(2,6-difluoro-4-(7-fluoro-2-methyl-2H-indazol-5-yl)benzyl)-6,7-dihydro-5H-pyrrolo[3,4-b]pyridin-5-one-7,7-d2